C(C)(C)(C)C1=CC=C(C=C1)N(C(=O)[C@@H]1N(CCC1)C#N)C(C(=O)NC1CCCCC1)C=1C=NC=C(C1)Cl (2R)-N-(4-(tert-butyl)phenyl)-N-(1-(5-chloropyridin-3-yl)-2-(cyclohexylamino)-2-oxoethyl)-1-cyanopyrrolidine-2-carboxamide